Cl.Cl.N[C@H](CC1=C(C=2N=C(N=C(C2S1)NCC1=C(C=NC=C1F)F)Cl)C)C 6-[(2S)-2-aminopropyl]-2-chloro-N-[(3,5-difluoropyridin-4-yl)methyl]-7-methylthieno[3,2-d]pyrimidin-4-amine dihydrochloride